2-(4-(3-Chloropropoxy)phenyl)-5-methoxy-4H-benzopyran-4-one ClCCCOC1=CC=C(C=C1)C=1OC2=C(C(C1)=O)C(=CC=C2)OC